[Br-].BrC(C(=O)N)(C)C alpha-bromoisobutyramide bromide